[Si](C)(C)(C(C)(C)C)OC1CC(N(C1)C(=O)OC(C)(C)C)COC tert-butyl 4-((tert-butyldimethylsilyl)oxy)-2-(methoxymethyl)pyrrolidine-1-carboxylate